NC1=CC=C(C(=C1C(=O)N(C)C)F)C=1C(=C2C(=NC1)NCC21CC(CC1)N1N=C(C=C1)C(F)(F)F)Cl 6-Amino-3-(4'-chloro-3-(3-(trifluoromethyl)-1H-pyrazol-1-yl)-1',2'-dihydrospiro[cyclopentane-1,3'-pyrrolo[2,3-b]pyridin]-5'-yl)-2-fluoro-N,N-dimethylbenzamide